(5-Chloropyridin-2-yl)(6-(methyl(7H-pyrrolo[2,3-d]pyrimidin-4-yl)amino)-2-azaspiro[3.3]heptan-2-yl)methanon ClC=1C=CC(=NC1)C(=O)N1CC2(C1)CC(C2)N(C=2C1=C(N=CN2)NC=C1)C